CC(CCN1CCC2(CCCN(C2)S(=O)(=O)C=2C=NC(=CC2)C2CCOCC2)CC1)(C)C 9-(3,3-Dimethylbutyl)-2-((6-(tetrahydro-2H-pyran-4-yl)pyridin-3-yl)sulfonyl)-2,9-diazaspiro[5.5]undecane